4-(((3-azabicyclo[3.1.0]hexan-3-yl)sulfonyl)carbamoyl)-5-cyclopropoxy-2-fluorobenzoic acid C12CN(CC2C1)S(=O)(=O)NC(=O)C1=CC(=C(C(=O)O)C=C1OC1CC1)F